lithium tetracyanoborate Salt C(#N)[B-](C#N)(C#N)C#N.[Li+]